NC12C(N(C(CC1)C2)CC2=CC=CC=C2)=O 4-amino-2-benzyl-2-azabicyclo[2.2.1]heptane-3-one